C(C=C)OC1=C(C(=O)O)C=CC(=C1OC(C)C)[N+](=O)[O-] 2-(allyloxy)-3-isopropoxy-4-nitrobenzoic acid